3-(benzyloxy)-N-(diphenylmethylene)-2,4-difluoro-5-(trifluoromethyl)aniline C(C1=CC=CC=C1)OC=1C(=C(N=C(C2=CC=CC=C2)C2=CC=CC=C2)C=C(C1F)C(F)(F)F)F